ClC1=CC=C(C=C1)NC(=O)C1OCC12CCC(CC2)C2=CC=NC1=CC=C(C=C21)F N-(4-chlorophenyl)-7-(6-fluoroquinolin-4-yl)-2-oxaspiro[3.5]nonane-1-carboxamide